4-[3-(aminomethyl)-1,2-benzoxazol-6-yl]-3-(2-methyl-5-phenylpyrazol-3-yl)oxybenzonitrile NCC1=NOC2=C1C=CC(=C2)C2=C(C=C(C#N)C=C2)OC=2N(N=C(C2)C2=CC=CC=C2)C